6-[2-(aminomethyl)phenyl]-N'-(2-ethyl-4-hydroxy-phenyl)-4-[[(3S)-tetrahydrofuran-3-yl]amino]pyrrolo[1,2-b]pyridazine-3-carboxamidine NCC1=C(C=CC=C1)C=1C=C2N(N=CC(=C2N[C@@H]2COCC2)C(=NC2=C(C=C(C=C2)O)CC)N)C1